dimethylbis(methacryloxy-1-ethoxy)silane C[Si](OCCOC(C(=C)C)=O)(OCCOC(C(=C)C)=O)C